C(C#C)OC1=CC=C(C=C1)C1=CC=C(C=C1)OCC#C 4,4'-bis(2-propynyloxy)biphenyl